C(=O)(OC(C)(C)C)N1C[C@H](CC1)O (S)-1-Boc-3-hydroxytetrahydropyrrole